COC(NC1=NC=C(C=C1)C1=CN=C2N1C=C(C=C2NC(C)=O)C(N(C)C2=CC=C(C=C2)F)=O)=O.FC(C=2C=C(C=CC2)NC(CCC)=O)(F)F N-[3-(trifluoromethyl)phenyl]Butanamide methyl-N-[5-[8-acetamido-6-[(4-fluorophenyl)-methyl-carbamoyl]imidazo[1,2-a]pyridin-3-yl]-2-pyridyl]carbamate